N-(3-(5-chloro-2-methoxyphenyl)-1-(pyridin-2-ylmethyl)-1H-pyrazol-4-yl)pyrazolo[1,5-a]pyrimidine-3-carboxamide ClC=1C=CC(=C(C1)C1=NN(C=C1NC(=O)C=1C=NN2C1N=CC=C2)CC2=NC=CC=C2)OC